di-tert-butyl (((6-((2-(pyrrolidin-1-yl)ethyl)amino)-1,3,5-triazine-2,4-diyl)bis(oxy))bis(propane-3,1-diyl))dicarbamate N1(CCCC1)CCNC1=NC(=NC(=N1)OCCCNC(OC(C)(C)C)=O)OCCCNC(OC(C)(C)C)=O